(S)-1-(3-(4-amino-7-chloro-3-((7-methoxy-5-methylbenzo[b]thien-2-yl)ethynyl)-1H-pyrazolo[4,3-c]pyridin-1-yl)pyrrolidin-1-yl)prop-2-en-1-one NC1=NC=C(C2=C1C(=NN2[C@@H]2CN(CC2)C(C=C)=O)C#CC2=CC1=C(S2)C(=CC(=C1)C)OC)Cl